O(CC1OCC1CC)CC1OCC1CC 3'-(oxybis-methylene)bis(3-ethyloxetane)